C(C1=CC=CC=C1)C=1OC2=C(N1)C=CC=1CCC(C12)CCNC(C)=O N-[2-(2-benzyl-7,8-dihydro-6H-indeno[5,4-d][1,3]oxazol-8-yl)ethyl]acetamide